(3S,6S,9S,10aR)-9-methoxy-6-((S)-2-(methylamino)propanamido)-5-oxo-N-((R)-1,2,3,4-tetrahydronaphthalen-1-yl)decahydropyrrolo[1,2-a]azocine-3-carboxamide CO[C@@H]1C[C@@H]2N(C([C@H](CC1)NC([C@H](C)NC)=O)=O)[C@@H](CC2)C(=O)N[C@@H]2CCCC1=CC=CC=C21